C(C)(C)(C)OC(=O)N1C(C=CC1)C1=CC(=CC=C1)COS(=O)(=O)C (3-(((methylsulfonyl)oxy)methyl)phenyl)-2,5-dihydro-1H-pyrrole-1-carboxylic acid tert-butyl ester